Cl.N1=CC=C(C=C1)C=1C(=NN2C1CNCC2)N (pyridin-4-yl)-4,5,6,7-tetrahydropyrazolo[1,5-a]pyrazin-2-amine hydrogen chloride